CC=1SC(=CN1)C=1C=C(C(=NC1)C=1N=C2N(C=CC(=N2)C=2CC(NC(C2)(C)C)(C)C)C1)O 5-(2-methylthiazol-5-yl)-2-(7-(2,2,6,6-tetramethyl-1,2,3,6-tetrahydropyridin-4-yl)imidazo[1,2-a]pyrimidin-2-yl)pyridin-3-ol